CC1=C(C=C(C=C1)NC(CN1C(COCC2=C1C=CC=C2)=O)=O)C2=NC=CC=C2 N-(4-methyl-3-pyridin-2-ylphenyl)-2-(2-oxo-5H-4,1-benzoxazepin-1-yl)acetamide